C[C@@H]1COCC[C@H]1N (3S,4R)-3-methyltetrahydro-2H-pyran-4-amine